3,4-dihydroxymandelic acid-d3 OC1=C(C(C(C(=O)O)(O)[2H])=CC(=C1O)[2H])[2H]